6-nitro-2-(tetrahydro-2H-pyran-4-yl)benzo[d]oxazole [N+](=O)([O-])C1=CC2=C(N=C(O2)C2CCOCC2)C=C1